ClC=1C=CC=2N(N1)C(=C(N2)C)C(=O)N[C@@H]2C(NC1=C(C(=N2)C2=CC=CC=C2)C=CC=C1F)=O 6-chloro-N-[(3S)-9-fluoro-2-oxo-5-phenyl-1,3-dihydro-1,4-benzodiazepine-3-Yl]-2-methylimidazo[1,2-b]pyridazine-3-carboxamide